FC1=CC=C(C=C1)NC(=O)C1=NC2=CC=CC=C2N=C1CC1=CN=C(S1)C1=CC=C(C=C1)OC(F)(F)F N-(4-fluorophenyl)-((2-(4-(trifluoromethoxy)phenyl)thiazol-5-yl)methyl)quinoxaline-2-carboxamide